CC1=C(C(=O)OC(C)(C)C)C=CC(=C1)C1=CN(C2=NC=C(N=C21)B2OC(C(O2)(C)C)(C)C)S(=O)(=O)C2=CC=C(C)C=C2 tert-butyl 2-methyl-4-(2-(4,4,5,5-tetramethyl-1,3,2-dioxaborolan-2-yl)-5-tosyl-5H-pyrrolo[2,3-b]pyrazin-7-yl)benzoate